FC(N1N=CC(=C1)C=1C=CC=2N(C1)C(=CN2)C2=CC=CC(=N2)NC2CC1(CNC1)C2)F N-(6-(6-(1-(difluoro-methyl)-1H-pyrazol-4-yl)imidazo[1,2-a]pyridin-3-yl)pyridin-2-yl)-2-azaspiro[3.3]heptan-6-amine